tert-butyl (2-(3-methyl-5,6-dihydro-[1,2,4]triazolo[4,3-a]pyrazin-7(8H)-yl)-2-oxoethyl)carbamate CC1=NN=C2N1CCN(C2)C(CNC(OC(C)(C)C)=O)=O